tert-butyl-6-[5-[2-(tert-butoxycarbonylamino)-3-cyano-benzothiophen-4-yl]-1-methyl-4-(1-methylindazol-5-yl)imidazol-2-yl]-2-azaspiro[3.3]heptane-2-carboxylate C(C)(C)(C)OC(=O)N1CC2(C1)CC(C2)C=2N(C(=C(N2)C=2C=C1C=NN(C1=CC2)C)C2=CC=CC1=C2C(=C(S1)NC(=O)OC(C)(C)C)C#N)C